4-(7-propoxy-2,2-dimethyl-2,3-dihydrobenzofuran-5-yl)-1-methyl-3-ethyl-4-chloro-5-pyrazolecarboxamide C(CC)OC1=CC(=CC=2CC(OC21)(C)C)C2(C(=NN(C2C(=O)N)C)CC)Cl